3-(4-hydroxyphenyl)-2-(4-nitrophenyl)acrylonitrile OC1=CC=C(C=C1)C=C(C#N)C1=CC=C(C=C1)[N+](=O)[O-]